C(C=C)OP(=O)(CC=C)CC#C 2-propynyl-(2-propenyl)phosphinic acid 2-propenyl ester